ClC1=CC=NC2=CC(=CC=C12)C 4-chloro-7-methyl-quinoline